5-methyl-3-(2-(2-oxoindolin-5-yl)ethyl)oxazolidin-4-one CC1C(N(CO1)CCC=1C=C2CC(NC2=CC1)=O)=O